OC1=C(C=CC(=C1)OC)C(\C=C\C1=CC(=C(C=C1)OCCCOC1=CC=CC=C1)OC)=O (E)-1-(2-Hydroxy-4-methoxyphenyl)-3-[3-methoxy-4-(3-phenoxypropoxy)phenyl]prop-2-en-1-one